aluminum chloride, lithium salt [Li].[Al](Cl)(Cl)Cl